2-bromo-N-{3-nitro-4-[(oxan-4-ylmethyl)amino]benzenesulfonyl}-4-{2-oxo-7-azaspiro[3.5]nonan-7-yl}benzamide BrC1=C(C(=O)NS(=O)(=O)C2=CC(=C(C=C2)NCC2CCOCC2)[N+](=O)[O-])C=CC(=C1)N1CCC2(CC(C2)=O)CC1